C1C2CC3(CC(CC13)C2)NCCCCCCCNC2=C1C(N(C(=NC1=CC=C2)C)[C@H]2C(NC(CC2)=O)=O)=O (3R)-3-(5-((7-(((3as,6as)-hexahydro-2,5-methanopentalen-3a(1H)-yl)amino)heptyl)amino)-2-methyl-4-oxoquinazolin-3(4H)-yl)piperidine-2,6-dione